tert-butyl (3-(5-((4-(2,6-dimethylmorpholino)phenyl)amino)-2-oxobenzo[d]oxazol-3(2H)-yl)propyl)(methyl)carbamate CC1OC(CN(C1)C1=CC=C(C=C1)NC=1C=CC2=C(N(C(O2)=O)CCCN(C(OC(C)(C)C)=O)C)C1)C